3,3-dimethyl-N-phenylbutan-2-imine CC(C(C)=NC1=CC=CC=C1)(C)C